1,3,5-Tribromotoluene BrC1(C)CC(=CC(=C1)Br)Br